BrC1=CC2=C(C=N1)CN(C2=O)C(C(=O)OCC)C2=CC(=CC=C2)F ethyl 2-(6-bromo-1-oxo-1,3-dihydro-2H-pyrrolo[3,4-c]pyridin-2-yl)-2-(3-fluorophenyl)acetate